N-(5-(3-butyl-4-oxo-3,4-dihydro-quinazolin-6-yl)pyridin-2-yl)cyclohexanecarboxamide C(CCC)N1C=NC2=CC=C(C=C2C1=O)C=1C=CC(=NC1)NC(=O)C1CCCCC1